ClC1=CC(=C2C[C@@H]([C@H](C2=C1)OC1=CC=C(C=C1)S(=O)(=O)N)N1CCNCC1)C#N 4-([(1s,2s)-6-chloro-4-cyano-2-(piperazin-1-yl)-2,3-dihydro-1H-inden-1-yl]oxy)benzenesulfonamide